tetra-tert-butyl-bisphenol a C(C)(C)(C)C1=C(C(=C(C(=C1O)C(C)(C)C)C(C)(C)C)C(C)(C)C1=CC=C(C=C1)O)C(C)(C)C